4-bromo-6-methyl-7-oxo-1-((2-(trimethylsilyl)ethoxy)methyl)-6,7-dihydro-1H-pyrrolo[2,3-c]pyridine-2-carboxylic acid BrC=1C2=C(C(N(C1)C)=O)N(C(=C2)C(=O)O)COCC[Si](C)(C)C